isopentene indium bromide [Br-].[In+3].C=CC(C)C.[Br-].[Br-]